OC(C)(C)C(=O)C1=CC=C(C=C1)OCCOC(C=C)=O 4-(2-acryloyloxyethoxy)phenyl 2-hydroxy-2-propyl ketone